1-bromo-3-[1-(trifluoromethyl)cyclopropyl]benzene sodium [Na].BrC1=CC(=CC=C1)C1(CC1)C(F)(F)F